butyl-((2-methoxy-5-((5,6,7-trimethoxychroman-3-yl)methyl)phenoxy)carbonyl)glycine (butyl ((2-methoxy-5-((5,6,7-trimethoxychroman-3-yl)methyl)phenoxy)carbonyl)glycinate) C(CCC)N(CC(=O)O)C(=O)OC1=C(C=CC(=C1)CC1COC2=CC(=C(C(=C2C1)OC)OC)OC)OC.C(CCC)N(CC(=O)O)C(=O)OC1=C(C=CC(=C1)CC1COC2=CC(=C(C(=C2C1)OC)OC)OC)OC